C(C)(C)(C)OC(N[C@@H](C)C(NC1C(N(C=CC(=C1)C(C)C)C)=O)=O)=O [(S)-1-(5-isopropyl-1-methyl-2-oxo-2,3-dihydro-1H-azepin-3-ylcarbamoyl)-ethyl]carbamic acid tert-butyl ester